C[C@]12CC[C@H]3[C@H]([C@@H]1CC[C@@H]2C(=O)COC(=O)CCC(=O)O)CCC4=CC(=O)CC[C@]34C The molecule is a dicarboxylic acid monoester that is the 21-(hydrogen succinate) derivative of 11-deoxycorticosterone. It is a 3-oxo-Delta(4) steroid, a 20-oxo steroid, a dicarboxylic acid monoester, a steroid ester and a hemisuccinate. It derives from an 11-deoxycorticosterone and a succinic acid.